N-[3-Fluoro-4-[(6-fluoro-7-methyl-1,5-naphthyridin-4-yl)oxy]phenyl]-5-(4-fluoro-2-methylphenyl)-4-hydroxy-6-methylpyridine-3-carboxamide FC=1C=C(C=CC1OC1=CC=NC2=CC(=C(N=C12)F)C)NC(=O)C=1C=NC(=C(C1O)C1=C(C=C(C=C1)F)C)C